C(C)(=O)O.CC1(C(=O)O)C(C(=O)O)CCC=C1 methyltetrahydrophthalic acid acetate